(+/-)-N5-((trans)-2-ethylcyclopropyl)-1-(indolin-4-ylmethyl)-N3-methyl-2-oxo-1,2-dihydropyridine-3,5-dicarboxamide C(C)[C@H]1[C@@H](C1)NC(=O)C=1C=C(C(N(C1)CC1=C2CCNC2=CC=C1)=O)C(=O)NC |r|